2-methoxyethyl (1S,2R,5R)-3-((6-((1-(4-fluorophenyl)-1H-pyrazol-4-yl)oxy)pyridin-3-yl)sulfonyl)-2-(hydroxycarbamoyl)-3,8-diazabicyclo-[3.2.1]octane-8-carboxylate FC1=CC=C(C=C1)N1N=CC(=C1)OC1=CC=C(C=N1)S(=O)(=O)N1[C@H]([C@@H]2CC[C@H](C1)N2C(=O)OCCOC)C(NO)=O